C(CCCCCCCCCCCCCCCCCCCCC)(=O)OCCOCCOCCOCCOCCOCCOCCOCCOCCOCCOCCOCCOCCOCCOCCOCCOCCOCCOCCOCCOCCOCCOCCO tricosaethylene glycol monobehenate